ClC1=NC=C(C(=C1)N1C(C=C(C=C1C)O)=O)CC 2'-chloro-5'-ethyl-4-hydroxy-6-methyl-2H-[1,4'-bipyridin]-2-one